chromium-thulium [Tm].[Cr]